ClC1=C(C=C(C=C1OC)NC(=O)NCC=1C=C2CN(C(C2=CC1)=O)C1C(NC(CC1)=O)=O)O 1-(4-chloro-3-hydroxy-5-methoxy-phenyl)-3-[[2-(2,6-dioxo-3-piperidyl)-1-oxo-isoindolin-5-yl]methyl]urea